O[C@@H](C(=O)O)C R-(-)-2-hydroxypropionic acid